5-(naphthalen-2-yloxy)-1H-1,2,3-triazole-4-carboxylic acid C1=C(C=CC2=CC=CC=C12)OC1=C(N=NN1)C(=O)O